(7-methylene-6,7-dihydro-5H-pyrrolo[1,2-c]imidazol-5-yl)benzonitrile C=C1CC(N2C=NC=C21)C2=C(C#N)C=CC=C2